CC1=C(C(=O)O)C=C(C(=N1)NC1=CC=C(C=C1)C#N)N methyl-5-amino-6-((4-cyanophenyl)amino)nicotinic acid